(3,5'-dimethyl-[2,3'-bipyridine]-2'-yl)((1S,4R,6R)-6-((5-(trifluoromethyl)pyridin-2-yl)amino)-2-azabicyclo[2.2.2]oct-2-yl)methanone CC=1C(=NC=CC1)C=1C(=NC=C(C1)C)C(=O)N1[C@@H]2[C@@H](C[C@H](C1)CC2)NC2=NC=C(C=C2)C(F)(F)F